ClC=1C(=NC(=NC1)NC1=C(C=C(C(=C1)Cl)N1CCNCC1)OC)C1=CN(C2=CC=CC=C12)S(=O)(=O)OCC 5-chloro-N-(5-chloro-2-methoxy-4-(piperazin-1-yl)phenyl)-4-(1-(ethylsulfo)-1H-indol-3-yl)pyrimidin-2-amine